2-[acetyl-(benzyl)amino]-6-hydroxy-N-ethyl-1-benzothiophene-3-carboxamide C(C)(=O)N(C=1SC2=C(C1C(=O)NCC)C=CC(=C2)O)CC2=CC=CC=C2